CN1C(C(=C(C2=NC(=CC=C12)C)N1CCC2(CC1)CC1=CC=CC=C1C2)C#N)=O 1,6-dimethyl-2-oxo-4-spiro[indane-2,4'-piperidine]-1'-yl-1,5-naphthyridine-3-carbonitrile